C(C)(=O)N1C[C@H](N([C@H](C1)C)CCOC1=CC=C(C=C1)C1=NC2=CC=C(C=C2C=C1)C=1C2=C(C(N(C1)C)=O)NC=C2)C 4-{2-[4-(2-((2R,6S)-4-acetyl-2,6-dimethylpiperazin-1-yl)ethoxy)phenyl]quinolin-6-yl}-6-methyl-1H-pyrrolo[2,3-c]pyridin-7(6H)-one